2-(6-(hydroxymethyl)pyridin-2-yl)propan-2-ol OCC1=CC=CC(=N1)C(C)(C)O